FC1=CC=C(C=C1)C1=NC2=C(N1C1=CC=NC=C1)C=C(C=C2)N2CCNCC2 2-(4-Fluorophenyl)-6-(piperazin-1-yl)-1-(pyridin-4-yl)-1H-1,3-benzodiazole